FC1=C(C=CC=C1F)[C@@H]1N(OCC1)C1=CC(=NC=N1)NC1=C(C=C(C=C1)N1CCC(CC1)N1CC(N(CC1)C)=O)OC (R)-4-(1-(4-((6-(3-(2,3-difluorophenyl)isoxazolidin-2-yl)pyrimidin-4-yl)amino)-3-methoxyphenyl)piperidin-4-yl)-1-methylpiperazin-2-one